tert-butyl 2-(4-bromo-3,5-dimethoxyphenyl)pyrrolidine-1-carboxylate BrC1=C(C=C(C=C1OC)C1N(CCC1)C(=O)OC(C)(C)C)OC